C(N)(=O)OP(=O)([O-])[O-] Carbamoyl-phosphate